7-chloro-8-(2,3-dichlorophenyl)-N-[(4S)-3,4-dihydro-2H-1-benzopyran-4-yl]-4-(dimethylamino)-1,5-naphthyridine-3-carboxamide ClC1=CN=C2C(=C(C=NC2=C1C1=C(C(=CC=C1)Cl)Cl)C(=O)N[C@H]1CCOC2=C1C=CC=C2)N(C)C